(6-bromobenzo[b]thiophen-2-yl)boronic acid BrC=1C=CC2=C(SC(=C2)B(O)O)C1